FC1=CC(=C(C(=O)NC2=C(C=C(C(=C2)C=2C=NC(=NC2)N2C[C@H](OCC2)C)F)N2C[C@H](N([C@H](C2)C)C)C)C=C1)C(F)(F)F |r| 4-fluoro-N-[4-fluoro-5-[2-[rac-(2R)-2-methylmorpholin-4-yl]pyrimidin-5-yl]-2-[rac-(3R,5S)-3,4,5-trimethylpiperazin-1-yl]phenyl]-2-(trifluoromethyl)benzamide